octyl-4-cyanobiphenyl C(CCCCCCC)C1=C(C=CC(=C1)C#N)C1=CC=CC=C1